C(=O)(O)C(O)C(O)C(=O)O.C(=O)(O)C(O)C(O)C(=O)O.C(C=CC)(=O)N 2-butenamide ditartrate